tert-butyl-6-(4-(4-cyanophenyl)-5-hydroxy-1H-pyrazol-1-yl)nicotinic acid C(C)(C)(C)C1=C(C(=O)O)C=CC(=N1)N1N=CC(=C1O)C1=CC=C(C=C1)C#N